C(=O)(O)C1=C(C(=O)[C@@H](C=O)[C@@H](O)[C@H](O)[C@H](O)CO)C=CC=C1 2-deoxy-2-(2-carboxybenzoyl)-D-glucose